Methyl-(5RS)-2-{[3-fluoro-2-(trifluoromethyl)pyridin-4-yl]methyl}-3-oxo-2,3,5,6,7,8-hexahydro[1,2,4]triazolo[4,3-a]pyridine-5-carboxylate COC(=O)[C@H]1CCCC=2N1C(N(N2)CC2=C(C(=NC=C2)C(F)(F)F)F)=O |r|